bismuth lanthanum germanium silicate [Si]([O-])([O-])([O-])[O-].[Ge+2].[La+3].[Bi+3].[Si]([O-])([O-])([O-])[O-]